C1(CC1)N(C1=NC=C(C=N1)CO[C@H]1CN2C(OC1)=NC(=C2)[N+](=O)[O-])C2=CC=C(C=C2)OC(F)(F)F (S)-N-cyclopropyl-5-(((2-nitro-6,7-dihydro-5H-imidazo[2,1-b][1,3]oxazin-6-yl)oxy)methyl)-N-(4-(trifluoromethoxy)phenyl)pyrimidin-2-amine